NC=1C(=NC=C(C1)C1=C(N=C(S1)CO[Si](C1=CC=CC=C1)(C1=CC=CC=C1)C(C)(C)C)C)C#N 3-amino-5-(2-(((tert-butyldiphenylsilyl)oxy)methyl)-4-methylthiazol-5-yl)picolinonitrile